methyl 5-(2-{[(4R)-4-[(2-amino-6-bromo-1,3-benzodiazol-1-yl) methyl] pentyl] oxy} phenyl)-1-methyl-6-oxopyridine-3-carboxylate NC1=NC2=C(N1C[C@@H](CCCOC1=C(C=CC=C1)C1=CC(=CN(C1=O)C)C(=O)OC)C)C=C(C=C2)Br